CC1(CCC2(CC=NO2)CC1)C 8,8-dimethyl-1-oxa-2-azaspiro[4.5]dec-2-en